2-(3-nitro-1H-pyrazol-1-yl)ethanol Tert-butyl-(1-(4-(4-(3-(trifluoromethoxy)benzylcarbamoyl)-1H-1,2,3-triazol-1-yl)butyl)-1H-1,2,3-triazol-4-yl)methylcarbamate C(C)(C)(C)N(C(=O)OCCN1N=C(C=C1)[N+](=O)[O-])CC=1N=NN(C1)CCCCN1N=NC(=C1)C(NCC1=CC(=CC=C1)OC(F)(F)F)=O